O=C1N(CC2=CC(=CC=C12)N1CCNCC1)[C@@H]1C(NC(CC1)=O)=O (3S)-3-[1-oxo-5-(piperazin-1-yl)-2,3-dihydro-1H-isoindol-2-yl]piperidine-2,6-dione